C(C)OC1=CC=C(C=N1)C1=CN=CC(=N1)C(=O)N/N=C/C=1NC=CC1C (E)-6-(6-ethoxypyridin-3-yl)-N'-((3-methyl-1H-pyrrol-2-yl)methylene)pyrazine-2-carbohydrazide